tert-butyl 4-(5-chloro-4-[[1-methyl-2-oxo-3-(2-oxopropoxy)quinolin-6-yl]amino]pyrimidin-2-yl)-3,6-dihydro-2H-pyridine-1-carboxylate ClC=1C(=NC(=NC1)C=1CCN(CC1)C(=O)OC(C)(C)C)NC=1C=C2C=C(C(N(C2=CC1)C)=O)OCC(C)=O